N1=NNC(C2=C1C=CC=C2)=O benzo[d][1,2,3]Triazine-4(3H)-one